C1(CC1)C1=C(C(=NO1)C1=C(C=NC=C1Cl)Cl)C1=CC2(C1)CCN(CC2)C=2C=C1C(=CC(=NC1=CC2)C(=O)O)OC 6-(2-(5-cyclopropyl-3-(3,5-dichloropyridin-4-yl)isoxazol-4-yl)-7-azaspiro[3.5]non-1-en-7-yl)-4-methoxyquinoline-2-carboxylic acid